3-hydroxy-propanal OCCC=O